(Z)-S-(2-(N-((4-amino-2-methylpyrimidin-5-yl)methyl)formamido)-5-(phosphonooxy)pent-2-en-3-yl)4-nitrobenzothioate NC1=NC(=NC=C1CN(C=O)C(C)=C(CCOP(=O)(O)O)\S=C(\C1=CC=C(C=C1)[N+](=O)[O-])/[O-])C